FC(C1=NC=2C(=NC(=CC2)C(F)(F)F)N1C=1C=C2CCNC2=C(C1)Cl)(F)F 5-[2,5-Bis(trifluoromethyl)imidazo[4,5-b]pyridin-3-yl]-7-chloro-indolin